(E)-1-[4-[(1-Benzyltriazol-4-yl)methoxy]-2-hydroxyphenyl]-3-(4-propan-2-ylphenyl)prop-2-en-1-one C(C1=CC=CC=C1)N1N=NC(=C1)COC1=CC(=C(C=C1)C(\C=C\C1=CC=C(C=C1)C(C)C)=O)O